N-(2-chloro-6-methylphenyl)-2-((6-(4-(2-hydroxyethyl)piperazin-1-yl)-2-methylpyrimidin-4-yl)amino)thiazole-5-carboxamide ClC1=C(C(=CC=C1)C)NC(=O)C1=CN=C(S1)NC1=NC(=NC(=C1)N1CCN(CC1)CCO)C